C(C)(C)(C)N(C(O)=O)CC1=CC=C(C=C1)C=O.C(=O)C1=CC=C(CNC(OC(C)(C)C)=O)C=C1 tert-butyl 4-formylbenzylcarbamate (tert-butyl 4-formylbenzylcarbamate)